3-((3-methoxy-6-(4-methoxybenzyl)-6,7-dihydro-5H-pyrrolo[3,4-b]pyridin-2-yl)oxy)propan-1-ol COC=1C=C2C(=NC1OCCCO)CN(C2)CC2=CC=C(C=C2)OC